benzyl (R)-3-(3-hydroxypyrrolidine-1-carbonyl)azetidine-1-carboxylate O[C@H]1CN(CC1)C(=O)C1CN(C1)C(=O)OCC1=CC=CC=C1